C(C1=CC=CC=C1)OC(N[C@H](C(=O)NN(C(CCl)=O)CCC(=O)N)CC1CCCC1)=O.C(C1=CC=CC=C1)NC(CC1=NC=C(C=C1)C1=CC=C(C=C1)OCC(C)N1CCOCC1)=O N-benzyl-2-(5-(4-(2-morpholinopropoxy)phenyl)pyridin-2-yl)acetamide Benzyl-N-[(1S)-2-[2-(3-amino-3-oxo-propyl)-2-(2-chloroacetyl)hydrazino]-1-(cyclopentylmethyl)-2-oxo-ethyl]carbamate